(2R,3S)-2-(3-(6-bromo-7-chloro-3H-imidazo[4,5-b]pyridin-3-yl)propyl)piperidin-3-ol dihydrochloride Cl.Cl.BrC=1C(=C2C(=NC1)N(C=N2)CCC[C@H]2NCCC[C@@H]2O)Cl